17-amino-12-[(3-tert-butylphenyl)methyl]-6-hydroxy-6,15-bis(trifluoromethyl)-8,19-dioxa-3,4,12,18-tetrazatricyclo[12.3.1.12,5]nonadeca-1(18),2,4,14,16-pentaen-13-one NC1=CC(=C2C(N(CCCOCC(C3=NN=C(C1=N2)O3)(C(F)(F)F)O)CC3=CC(=CC=C3)C(C)(C)C)=O)C(F)(F)F